C(C)(CCCCCCCCCCCCCCC)O secheptadecanol